3-chloro-4-ethoxyphenylboronic acid ClC=1C=C(C=CC1OCC)B(O)O